(2R)-1,2,5-trimethyl-4-[2-methyl-5-(4-methylimidazol-1-yl)phenyl]sulfonyl-2,3-dihydroquinoxaline CN1[C@@H](CN(C2=C(C=CC=C12)C)S(=O)(=O)C1=C(C=CC(=C1)N1C=NC(=C1)C)C)C